2-(FURAN-2-YL)-7H-PYRAZOLO[4,3-E][1,2,4]TRIAZOLO[1,5-C]PYRIMIDIN-5-AMIN O1C(=CC=C1)C1=NN2C(=NC3=C(C2=N1)C=NN3)N